C(C)N(C=1C=CC=2C3(C4=CC=C(C=C4OC2C1)N(CC)CC)OC(C1=CC=CC=C13)=O)CC 3',6'-bis(diethylamino)-3H-spiro[isobenzofuran-1,9'-xanthen]-3-one